3-(cyclopentoxymethyl)-4-(4,6-dimethoxy-5-methyl-2-pyridyl)-5-methyl-aniline C1(CCCC1)OCC=1C=C(N)C=C(C1C1=NC(=C(C(=C1)OC)C)OC)C